C1(CC1)N1N=C(C(=C1)OC1=CC=NC2=CC(=C(C=C12)OC)OCCCN1CCOCC1)C1CCOCC1 4-(3-((4-((1-cyclopropyl-3-(tetrahydro-2H-pyran-4-yl)-1H-pyrazol-4-yl)oxy)-6-methoxyquinolin-7-yl)oxy)propyl)morpholine